FC1=CC=C(C=C1)[C@@H]1N(CCC2=CC=CC=C12)C(=O)OC1CN(CC1(C)C)C(=O)OC(C)(C)C (1S)-1-(tert-butoxycarbonyl)-4,4-dimethylpyrrolidin-3-yl 1-(4-fluorophenyl)-3,4-dihydroisoquinoline-2(1H)-carboxylate